2,3-dihydro-benzo[1,4]dioxine-6-carboxylic acid (2-pyrrolidin-1-yl-benzoxazol-5-yl)-amide N1(CCCC1)C=1OC2=C(N1)C=C(C=C2)NC(=O)C2=CC1=C(OCCO1)C=C2